SCCC[SiH2]C(OCC)OCC γ-mercaptopropyl-diethoxymethylsilane